2-(2-(1-(Cyclopropylsulfonyl)-1H-pyrazol-4-yl)pyrimidin-4-yl)-N4-isopropyl-5-(pyridin-3-ylethynyl)pyridine-2,4-diamine C1(CC1)S(=O)(=O)N1N=CC(=C1)C1=NC=CC(=N1)C1(NC=C(C(=C1)NC(C)C)C#CC=1C=NC=CC1)N